ClC=1C=C2CCN=CC2=C(C1)C=O 6-chloro-8-formyl-3,4-dihydroisoquinoline